C(C)(C)N1C(=NC(=C1)C(F)(F)F)C12C3C4C5(C(C14)C2C53)C(=O)NC (2R,3R,4S,5S)-4-(1-isopropyl-4-(trifluoromethyl)-1H-imidazol-2-yl)-N-methylcubane-1-carboxamide